(R)-2-(4-isopropylphenyl)-N-(1-(3-methylisoxazolo[5,4-c]pyridin-5-yl)ethyl)acetamide C(C)(C)C1=CC=C(C=C1)CC(=O)N[C@H](C)C=1C=C2C(=CN1)ON=C2C